2-(oxazol-2-yl)pyrimidine-4-thiol O1C(=NC=C1)C1=NC=CC(=N1)S